(R or S)-2-(3-(ethoxy-methyl)-3-(2-(5-fluoro-pyridin-2-yl)ethyl)pyrrolidin-1-yl)-1-(6-methylpyridin-3-yl)ethan-1-one C(C)OC[C@]1(CN(CC1)CC(=O)C=1C=NC(=CC1)C)CCC1=NC=C(C=C1)F |o1:4|